(3-hydroxypropyl)benzonitrile OCCCC1=C(C#N)C=CC=C1